4-((2-(6-amino-2-azaspiro[4.4]nonan-2-yl)-1H-benzo[d]imidazol-1-yl)methyl)benzonitrile NC1C2(CCN(C2)C2=NC3=C(N2CC2=CC=C(C#N)C=C2)C=CC=C3)CCC1